N-(2-fluoro-4-iodophenyl)-5H-[1,3]dioxolo[4,5-f]indole-7-sulfonamide FC1=C(C=CC(=C1)I)NS(=O)(=O)C1=CNC=2C=C3C(=CC12)OCO3